C(C=1C(N)=CC=CC1)(=O)C([C@@H](C(=O)O)N)N β-anthraniloyl-L-α,β-diaminopropionic acid